(1S,2S)-2-(1H-benzo[d]imidazol-2-yl)-N-((S)-1-(methyl(4-(trifluoromethyl)phenyl)amino)-1-oxopropan-2-yl)cyclopropane-1-carboxamide N1C(=NC2=C1C=CC=C2)[C@@H]2[C@H](C2)C(=O)N[C@H](C(=O)N(C2=CC=C(C=C2)C(F)(F)F)C)C